ClC1=C(C=CC(=C1)OC1=CC=C(C=C1)Cl)C(CN1N=CN=C1)(CCC)O 2-[2-chloro-4-(4-chloro-phenoxy)phenyl]-1-(1,2,4-triazol-1-yl)pentan-2-ol